ClC=1C=C(C=CC1)N1N=C(C2=C1C(N(CC2)C2=CC=C1CCN(C(C1=C2)=O)C)=O)C#N 1-(3-Chlorophenyl)-6-(2-methyl-1-oxo-1,2,3,4-tetrahydroisoquinolin-7-yl)-7-oxo-4,5,6,7-tetrahydro-1H-pyrazolo[3,4-c]pyridine-3-carbonitrile